1-(benzyloxy)-6-methyl-7,8-dihydro-7,10-methanopyrido[4,3-c]azocine-5,9(6H,10H)-dione C(C1=CC=CC=C1)OC1=NC=CC=2C(N(C3CC(C(C21)C3)=O)C)=O